5-[1-(2H3)methyl-1H-pyrazol-4-yl]-2-{5-[methyl(2,2,6,6-tetramethylpiperidin-4-yl)amino][1,3]thiazolo[5,4-d][1,3]thiazol-2-yl}pyridin-3-ol hydrochloride Cl.C(N1N=CC(=C1)C=1C=C(C(=NC1)C=1SC=2N=C(SC2N1)N(C1CC(NC(C1)(C)C)(C)C)C)O)([2H])([2H])[2H]